C1(CC1)N1N=CC(=C1)[C@H]1CN(C[C@H](O1)C)C=1N=C(C2=C(C(NN=C2)=O)N1)C1=C(C=C(C=C1)F)F 2-[(2S,6R)-2-(1-cyclopropylpyrazol-4-yl)-6-methyl-morpholin-4-yl]-4-(2,4-difluorophenyl)-7H-pyrimido[4,5-d]pyridazin-8-one